dimethyl 3,5-di-tert-butyl-4-hydroxybenzylphosphonate C(C)(C)(C)C=1C=C(CP(OC)(OC)=O)C=C(C1O)C(C)(C)C